4-(6beta-hydroxy-17-oxoandrostane-3-yl)butyric acid O[C@@H]1C[C@H]2[C@@H]3CCC([C@@]3(C)CC[C@@H]2[C@]2(CCC(CC12)CCCC(=O)O)C)=O